3-((tert-butyldimethylsilyl)oxy)-6-chloro-1-methyl-1H-pyrazolo[3,4-b]pyridine [Si](C)(C)(C(C)(C)C)OC1=NN(C2=NC(=CC=C21)Cl)C